glucose format C(=O)O.O=C[C@H](O)[C@@H](O)[C@H](O)[C@H](O)CO